terephthalic acid monosodium salt [Na+].C(C1=CC=C(C(=O)O)C=C1)(=O)[O-]